C1CC12NCCNC2 4,7-diaza-spiro[2.5]octane